OC(CN1N=CC(=C1)C1=NC2=CC=C(C=C2C(=N1)N1[C@H](COCC1)C=1SC=CC1)C=1C=C(C(N(C1)C)=O)C)(C)C (R)-5-(2-(1-(2-hydroxy-2-methylpropyl)-1H-pyrazol-4-yl)-4-(3-(thien-2-yl)morpholinyl)quinazolin-6-yl)-1,3-dimethylpyridin-2(1H)-one